(R)-1-chloro-3-(2-chloro-4-((3-chloro-4-((S)-2-hydroxy-3-(ethylsulfonyl)propoxy)phenyl)sulfonyl)phenoxy)propan-2-ol ClC[C@@H](COC1=C(C=C(C=C1)S(=O)(=O)C1=CC(=C(C=C1)OC[C@@H](CS(=O)(=O)CC)O)Cl)Cl)O